Tert-Butyl 4-(5-Tributylstannyltriazol-1-yl)piperidine-1-carboxylate C(CCC)[Sn](C1=CN=NN1C1CCN(CC1)C(=O)OC(C)(C)C)(CCCC)CCCC